CN1N=CC=C1C1=NN2C(C=CC(=C2)NC(OC(C)(C)C)=O)=N1 tert-Butyl [2-(1-methyl-1H-pyrazol-5-yl) [1,2,4]triazolo[1,5-a]pyridin-6-yl]carbamate